(S)-2,4,6-trifluoro-N-(2-methoxy-5-(4-(2-methylpiperazin-1-yl)quinolin-6-yl)pyridin-3-yl)benzenesulfonamide trifluoroacetate FC(C(=O)O)(F)F.FC1=C(C(=CC(=C1)F)F)S(=O)(=O)NC=1C(=NC=C(C1)C=1C=C2C(=CC=NC2=CC1)N1[C@H](CNCC1)C)OC